C(C)C1=C(N)C=CC=C1CC 2,3-diethylaniline